6-(7-ethyl-2-{[2-(trimethylsilyl)ethoxy]methyl}-2H-indazol-4-yl)-7-methoxy-4-(1-methyl-3-phenyl-1H-pyrazol-4-yl)quinazoline C(C)C1=CC=C(C2=CN(N=C12)COCC[Si](C)(C)C)C=1C=C2C(=NC=NC2=CC1OC)C=1C(=NN(C1)C)C1=CC=CC=C1